C(C)[C@@]1(CC[C@@]2([C@H]3CC[C@]4(C[C@@H](C[C@H]4[C@H]3C(C[C@H]2C1)[C@H](C)CCCC(C)(C)O)C)C)C)O (3S,5S,8R,9S,10S,13S,14S,16R,17S)-3-ethyl-l-7-((R)-6-hydroxy-6-methylheptan-2-yl)-10,13,16-trimethylhexadecahydro-1H-cyclopenta[a]phenanthren-3-ol